E-allyl alcohol C(C=C)O